4-(acryloyl)oxybutylsulfonic acid C(C=C)(=O)OCCCCS(=O)(=O)O